C1(CC1)CN1C(=CC2=CC=C(C=C12)N(C)C(=O)OC)C1=NC2=C(N1C)C(=CC(=C2)C(=O)O)OC 2-(1-(cyclopropylmethyl)-6-((methoxycarbonyl)(methyl)amino)-1H-indol-2-yl)-7-methoxy-1-methyl-1H-benzo[d]imidazole-5-carboxylic acid